C(CCCCCCC)C(C(=O)OCCCCCC(=O)O[C@@H](COC(CCCCCOC(C(CCCCCCCC)CCCCCCCC)=O)=O)CO)CCCCCCCC (R)-9-((3-hydroxypropane-1,2-diyl)bis(oxy))bis(6-oxohexane-6,1-diyl) bis(2-octyldecanoate)